ethyl 4-(5-bromo-1-tosyl-1H-pyrrolo[2,3-b]pyridin-3-yl)benzoate BrC=1C=C2C(=NC1)N(C=C2C2=CC=C(C(=O)OCC)C=C2)S(=O)(=O)C2=CC=C(C)C=C2